tert-butyl (3S,4S)-4-fluoro-3-(2-fluoro-5-nitro-4-((2-phenoxyethyl)amino)benzamido)piperidine-1-carboxylate F[C@@H]1[C@H](CN(CC1)C(=O)OC(C)(C)C)NC(C1=C(C=C(C(=C1)[N+](=O)[O-])NCCOC1=CC=CC=C1)F)=O